C(#CCC)C1=CC=C(C=C1)C1=NC(C=2N(C3=C1C(=C(S3)C)C)C(=NN2)C)CC(=O)OC(C)(C)C tert-butyl 2-(4-(4-(but-1-yn-1-yl)phenyl)-2,3,9-trimethyl-6H-thieno[3,2-f][1,2,4]triazolo[4,3-a][1,4]diazepin-6-yl)acetate